N,N1-Bis-(4-isopropylphenyl)-6-morpholin-4-yl-[1,3,5]triazine-2,4-diamine C(C)(C)C1=CC=C(C=C1)NC1N(C(=NC(=N1)N)N1CCOCC1)C1=CC=C(C=C1)C(C)C